N-(5-cyano-1H-indol-7-yl)-2-[2-hydroxyethyl(methyl)amino]acetamide C(#N)C=1C=C2C=CNC2=C(C1)NC(CN(C)CCO)=O